Methyl 7-bromo-6-fluoro-3-(3-methoxy-3-oxopropyl)-1H-indole-2-carboxylate BrC=1C(=CC=C2C(=C(NC12)C(=O)OC)CCC(=O)OC)F